COC1=CC=C(C=C1)C1=CC=C2C=C3C=CC=CC3=CC2=C1 7-(4-methoxyphenyl)anthracene